4-benzyl-2-(7,8-difluoro-2-methyl-3-quinolyl)-6,6-dimethyl-4,5-dihydro-1,3-oxazine C(C1=CC=CC=C1)C1N=C(OC(C1)(C)C)C=1C(=NC2=C(C(=CC=C2C1)F)F)C